ClC1=CC=C(C=C1)C1=NCC=2N(C3=C1C(=C(S3)C#CC=3C=NN(C3)CCCCOC3=C1C(N(C(C1=CC=C3)=O)C3C(NC(CC3)=O)=O)=O)C)C(=NN2)C 4-(4-(4-((4-(4-chlorophenyl)-3,9-dimethyl-6H-thieno[3,2-f][1,2,4]triazolo[4,3-a][1,4]diazepin-2-yl)ethynyl)-1H-pyrazol-1-yl)butoxy)-2-(2,6-dioxopiperidin-3-yl)isoindoline-1,3-dione